3-(3-(3,5-bis(trifluoromethyl)phenyl)-1H-pyrazol-1-yl)butanenitrile FC(C=1C=C(C=C(C1)C(F)(F)F)C1=NN(C=C1)C(CC#N)C)(F)F